N9-(β-glucopyranosyl)-N2-methylguanine [C@@H]1([C@H](O)[C@@H](O)[C@H](O)[C@H](O1)CO)N1C=2N=C(NC(C2N=C1)=O)NC